4-(allyloxy)-3-hydroxybenzaldehyde C(C=C)OC1=C(C=C(C=O)C=C1)O